C(CCCCCCCCCCC)OS(=O)(=O)C1=CC=CC=C1.[Na] sodium normal dodecylbenzenesulfonate